C1(CC1)C1=C(OC2=C1C=C(C=C2)F)C(C(C)C)=O 1-(3-cyclopropyl-5-fluoro-1-benzofuran-2-yl)-2-methylpropan-1-one